ClC1=NC=C(C(=N1)NC=1C=C(C(=O)O)C=CC1)C 3-((2-chloro-5-methylpyrimidin-4-yl)amino)benzoic acid